Bromo(but-3-enyl)magnesium Br[Mg]CCC=C